2-(((4-chloro-2-methylpyridin-3-yl)methyl)thio)-3,5,6,7-tetrahydro-4H-cyclopenta[d]pyrimidin-4-one ClC1=C(C(=NC=C1)C)CSC=1NC(C2=C(N1)CCC2)=O